N[C@@H]1[C@@H](OCC12CCN(CC2)C=2C(=NC(=CN2)SC2=CC=NC1=C2OC[C@H]2N1C[C@H](C2)OC)CO)C (3-((3S,4S)-4-amino-3-methyl-2-oxa-8-azaspiro[4.5]decan-8-yl)-6-(((6aS,8S)-8-methoxy-6a,7,8,9-tetrahydro-6H-pyrido[3,2-b]pyrrolo[1,2-d][1,4]oxazin-4-yl)thio)pyrazin-2-yl)methanol